C1(CC1)/C(=C/C(=O)O)/C (2E)-3-CYCLOPROPYLBUT-2-ENOIC ACID